C1(CC1)N1N=CC(=C1)[C@H]1CN(C[C@H](O1)C)C1=NC(=C(C(=N1)C(=O)OCC)C1OCCO1)C1=C(C=C(C=C1)F)F ethyl 2-[(2S,6R)-2-(1-cyclopropylpyrazol-4-yl)-6-methyl-morpholin-4-yl]-6-(2,4-difluorophenyl)-5-(1,3-dioxolan-2-yl)pyrimidine-4-carboxylate